((3aR,4R,6R,6aR)-6-(2-amino-4-chloro-7H-pyrrolo[2,3-d]pyrimidin-7-yl)-2,2-dimethyltetrahydrofuro[3,4-d][1,3]dioxol-4-yl)methyl isobutyrate C(C(C)C)(=O)OC[C@H]1O[C@H]([C@@H]2OC(O[C@@H]21)(C)C)N2C=CC1=C2N=C(N=C1Cl)N